(3-(bromo-methyl)oxetan-3-yl)methanol BrCC1(COC1)CO